ClC=1C=NC(=C(C(=O)NC2CCC(CC2)CN2C(N(C3=C2C=CC=C3)CC3=NC=CC=C3)=O)C1)C 5-chloro-2-methyl-N-((1r,4r)-4-((2-oxo-3-(pyridin-2-ylmethyl)-2,3-dihydro-1H-benzo[d]imidazol-1-yl)methyl)cyclohexyl)nicotinamide